2-(difluoromethyl)-4,6-dihydrospiro[cyclopenta[d]thiazole-5,4'-piperidine]-6-amine FC(C=1SC2=C(N1)CC1(CCNCC1)C2N)F